C(=O)(O)C1=C(C=C(C=C1)Cl)NC1=C(C(=O)O)C=CC=C1[N+](=O)[O-] 2-((2-carboxy-5-chlorophenyl)amino)-3-nitrobenzoic acid